2-(3-(3-((S)-fluoro(4-methyl-4H-1,2,4-triazol-3-yl)methyl)oxetan-3-yl)phenyl)-6-(((S)-2-isopropyl-4-(oxetan-3-yl)piperazin-1-yl)methyl)-4-(trifluoromethyl)isoindolin-1-one F[C@@H](C1(COC1)C=1C=C(C=CC1)N1C(C2=CC(=CC(=C2C1)C(F)(F)F)CN1[C@H](CN(CC1)C1COC1)C(C)C)=O)C1=NN=CN1C